N,N-dimethyl-2-butenamide CN(C(C=CC)=O)C